ClC(COC(NOC(C(CC)C1=CC=CC=C1)=O)=O)(Cl)Cl.N1(C=NC=C1)C=1C=C(C(=O)NC2CCC(CC2)OC)C=CN1 2-(1H-imidazol-1-yl)-N-((1r,4r)-4-methoxycyclohexyl)isonicotinamide 2,2,2-Trichloroethyl-((2-phenylbutanoyl)oxy)carbamate